(S)-N-(5-(2-amino-[1,2,4]triazolo[1,5-a]pyridin-7-yl)-2-methoxypyridin-3-yl)-3-(3,5-difluorophenyl)isooxazolidine-2-carboxamide NC1=NN2C(C=C(C=C2)C=2C=C(C(=NC2)OC)NC(=O)N2OCC[C@H]2C2=CC(=CC(=C2)F)F)=N1